S(=O)(=O)(O)CCCCN1C(C(C=2C3=C(C=CC12)C=CC=C3)(C)C)C=CC=3C=NC1=CC=CC=C1C3 3-(4-sulfobutyl)-1,1-dimethyl-2-(2-(quinolin-3-yl)vinyl)-1H-benzo[e]indole